aminopropylimidazole lysine salt N[C@@H](CCCCN)C(=O)O.NCCCC=1NC=CN1